1-(((4-(Piperazin-1-yl)phenyl)sulfonyl)piperidin-4-yl)-4-((tetrahydrofuran-3-yl)oxy)-5-(trifluoromethyl)pyrimidin-2-amine N1(CCNCC1)C1=CC=C(C=C1)S(=O)(=O)N1CCC(CC1)N1C(N=C(C(=C1)C(F)(F)F)OC1COCC1)N